2-(3-methanesulfonylpyrrolidin-1-yl)-4-(trifluoromethyl)benzaldehyde CS(=O)(=O)C1CN(CC1)C1=C(C=O)C=CC(=C1)C(F)(F)F